[Cl-].OC(C[P+](C1=CC=CC=C1)(C1=CC=CC=C1)C1=CC=CC=C1)C (2-hydroxy)propyl-triphenylphosphonium chloride salt